CNC(=S)NNC(=O)C=1C(=CC(=CC1)C(F)(F)F)C1=CC(=CC=C1)[N+](=O)[O-] N-methyl-2-(3'-nitro-5-(trifluoromethyl)-[1,1'-biphenyl]-2-carbonyl)hydrazine-1-thiocarboxamide